7-Isopentyl-2-methoxy-7,8-dihydro-1,6-naphthyridine-5(6H)-one C(CC(C)C)C1NC(C=2C=CC(=NC2C1)OC)=O